C1(CCC1)C1=NC2=C(N1C)C=C(C=C2C2=CC=C(CN1CCOCC1)C=C2)C2=CC=C(C=C2)N2CCN(CC2)C(C)C 4-(4-(2-cyclobutyl-6-(4-(4-isopropylpiperazin-1-yl)phenyl)-1-methyl-1H-benzo[d]imidazol-4-yl)benzyl)morpholine